BrC1=CC=C(C=C1)N1CCC2(CO2)CC1 6-(4-bromophenyl)-1-oxa-6-azaspiro[2.5]octane